4-[[3-fluoro-2-methoxy-propyl]-[4-(5,6,7,8-tetrahydro-1,8-naphthyridin-2-yl)butyl]amino]-2-[(2-methylbenzoyl)amino]butanoic acid FCC(CN(CCC(C(=O)O)NC(C1=C(C=CC=C1)C)=O)CCCCC1=NC=2NCCCC2C=C1)OC